COC1=CC=C(C=C1)C=1C(N=CNC1C1=CC=CC=C1)(S(=O)(=O)CC1=CC=CC=C1)C1=CC=CC=C1 5-(4-methoxyphenyl)-4,6-diphenyl-4-toluenesulfonyl-1,4-dihydro-pyrimidine